FC=1C(=NC=NC1)NC(CN1C(C2=CC=3C=CSC3N2C(=N1)C(C)C)=O)=O N-(5-fluoropyrimidin-4-yl)-2-(12-isopropyl-9-oxo-3-thia-1,10,11-triazatricyclo[6.4.0.02,6]dodeca-2(6),4,7,11-tetraen-10-yl)acetamide